phenylcarbazolyl format C(=O)OC1=C(C=CC=2C3=CC=CC=C3NC12)C1=CC=CC=C1